5-(4-(2-Hydroxyethyl)piperazin-1-yl)-N-(6-(1-methyl-1H-pyrazol-4-yl)pyridin-2-yl)-2-morpholinooxazolo[4,5-b]pyridine-6-carboxamide Hydrochloride Cl.OCCN1CCN(CC1)C1=C(C=C2C(=N1)N=C(O2)N2CCOCC2)C(=O)NC2=NC(=CC=C2)C=2C=NN(C2)C